1-benzyl-4(1H)-pyridone C(C1=CC=CC=C1)N1C=CC(C=C1)=O